4-cyano-2-ethynylpyridine C(#N)C1=CC(=NC=C1)C#C